3-[4-(1-Cyanocyclopropyl)phenyl]azetidine-1-carboxylic acid tert-butyl ester C(C)(C)(C)OC(=O)N1CC(C1)C1=CC=C(C=C1)C1(CC1)C#N